3-bromo-2-(methoxymethoxy)benzaldehyde BrC=1C(=C(C=O)C=CC1)OCOC